1-(4-((1,1'-biphenyl-4-yl)-(9,9-dimethyl-9H-fluoren-2-yl)amino)phenyl)-9H-fluoren-9-one C1(=CC=C(C=C1)N(C1=CC=C(C=C1)C1=CC=CC=2C3=CC=CC=C3C(C12)=O)C1=CC=2C(C3=CC=CC=C3C2C=C1)(C)C)C1=CC=CC=C1